COC1=CC=C(C=N1)OC1CCN(CC1)C1=C(C(=NC=N1)N1CC2=C(CC1)SC=N2)C 5-(6-(4-((6-methoxypyridin-3-yl)oxy)piperidin-1-yl)-5-methylpyrimidin-4-yl)-4,5,6,7-tetrahydrothiazolo[4,5-c]pyridine